(R)-N-((6-bromo-7-methoxy-4-((1-(3-(trifluoromethyl)phenyl)ethyl)amino)quinazolin-2-yl)methyl)formamide BrC=1C=C2C(=NC(=NC2=CC1OC)CNC=O)N[C@H](C)C1=CC(=CC=C1)C(F)(F)F